F[C@H]1CN(CC[C@H]1NC=1N=CC2=C(N1)C(=NC=N2)NC2=CC(=C(C=C2)OC2=CC1=C(N(C=N1)C)C=C2)C)C(=O)OC(C)(C)C tert-butyl (3S,4R)-3-fluoro-4-((8-((3-methyl-4-((1-methyl-1H-benzo[d]imidazol-5-yl)oxy)phenyl)amino)pyrimido[5,4-d]pyrimidin-2-yl)amino)piperidine-1-carboxylate